(E)-3-fluoro-2-((3-fluoro-4-((2-methyl-3-morpholinopropyl)sulfonyl)phenoxy)methyl)prop-2-en-1-amine F/C=C(\CN)/COC1=CC(=C(C=C1)S(=O)(=O)CC(CN1CCOCC1)C)F